C1(CC1)N(C=1N=CC(=NC1)C1=CC(=C(C=C1O)C1=CC(N(C=C1)C)=O)F)[C@H]1[C@H]([C@@H]2CC[C@H](C1)N2)F 4-(4-(5-(cyclopropyl((1S,2S,3R,5R)-2-fluoro-8-azabicyclo[3.2.1]octan-3-yl)amino)pyrazin-2-yl)-2-fluoro-5-hydroxyphenyl)-1-methylpyridin-2(1H)-one